C(C)(=O)OC(C(=O)NC1=CC(=C(C=C1)B1OC(C(O1)(C)C)(C)C)C)C=1C=C(C=CC1)C 2-((3-methyl-4-(4,4,5,5-tetramethyl-1,3,2-dioxaborolan-2-yl)phenyl)amino)-2-oxo-1-(m-tolyl)ethyl acetate